tert-butyl 4-[4-[3-cyano-4-[6-[4-(isoxazole-3-carbonyl)piperazin-1-yl]-3-pyridyl]pyrazolo[1,5-a]pyrazin-6-yl]phenyl]piperidine-1-carboxylate C(#N)C=1C=NN2C1C(=NC(=C2)C2=CC=C(C=C2)C2CCN(CC2)C(=O)OC(C)(C)C)C=2C=NC(=CC2)N2CCN(CC2)C(=O)C2=NOC=C2